methyl 1-(3-fluoro-4-((3-fluoro-3-(trifluoromethyl) benzyl) oxy) benzyl)-1H-imidazole-4-carboxylate FC=1C=C(CN2C=NC(=C2)C(=O)OC)C=CC1OCC=1CC(C=CC1)(C(F)(F)F)F